C1=CC=C(C=2OC3=C(C21)C=CC=C3)C3=CC=C(C=C3)NC3=CC=CC=2OC1=C(C23)C=CC=C1 N-[4-(dibenzo[b,d]furan-4-yl)phenyl]dibenzo[b,d]furan-1-amine